C(CC1=CC=CC=C1)NC1CCC2=C(C(C=3C=CC=CC3C2=O)=O)CC1 8-(phenethylamino)-7,8,9,10-tetrahydro-5H-cyclohepta[b]naphthalene-5,11(6H)-dione